5-isopropyl-[1,2,4]triazolo[1,5-a]pyridine-2-carboxamide C(C)(C)C1=CC=CC=2N1N=C(N2)C(=O)N